(3S)-4-amino-N-((1r,2S)-2-ethoxycyclopropyl)-3-methyl-N-((5-(trifluoromethyl)-2-pyridinyl)methyl)-1,3-dihydrofuro[3,4-c]quinoline-8-carboxamide NC1=NC=2C=CC(=CC2C2=C1[C@@H](OC2)C)C(=O)N(CC2=NC=C(C=C2)C(F)(F)F)[C@H]2[C@H](C2)OCC